(4-hydroxypiperidin-1-yl)(4-((3-(4-meth-oxyphenyl)imidazo[1,2-a]pyrazin-8-yl)amino)-2-methylphenyl)methanone OC1CCN(CC1)C(=O)C1=C(C=C(C=C1)NC=1C=2N(C=CN1)C(=CN2)C2=CC=C(C=C2)OC)C